ergosta-7,9(11),22-trien-3β,5α,6α-triol CC(C)[C@@H](C)C=C[C@@H](C)[C@H]1CC[C@H]2C3=C[C@@H]([C@]4(C[C@H](CC[C@]4(C)C3=CC[C@]12C)O)O)O